C(=O)(O)CCCCP(C(C1=CC=CC=C1)(C1=CC=CC=C1)C1=CC=CC=C1)Br 4-carboxyl-butyl-trityl-phosphorus bromide